C(C1=CC=CC=C1)OC=1C=C2C(CC(=C(C2=CC1)C1=NC=C(C=C1)N1CCC(CC1)C(OC)OC)Br)(F)F 2-(6-(benzyloxy)-2-bromo-4,4-difluoro-3,4-dihydronaphthalen-1-yl)-5-(4-(dimethoxymethyl)piperidin-1-yl)pyridine